tert-butyl (S)-(1-(2-bromo-6-methoxy-5-(3-methoxypropoxy)pyridin-3-yl)-3-methylbutan-2-yl)carbamate BrC1=NC(=C(C=C1C[C@@H](C(C)C)NC(OC(C)(C)C)=O)OCCCOC)OC